N-(1-(azetidin-1-ylmethyl)cyclopropyl)-1-(o-tolyl)cyclopropane-1-carboxamide N1(CCC1)CC1(CC1)NC(=O)C1(CC1)C1=C(C=CC=C1)C